6-(3,4-dimethoxyphenyl)-7-isopropyl-2-(piperidin-4-yl)-5H-pyrrolo[3,2-d]pyrimidine COC=1C=C(C=CC1OC)C1=C(C=2N=C(N=CC2N1)C1CCNCC1)C(C)C